CN1CCC(CC1)C(=O)NC1=CC=C2C(=CNC(C2=C1)=O)C1=C(C=CC=C1)C 1-methyl-N-(1-oxo-4-(o-tolyl)-1,2-dihydroisoquinolin-7-yl)piperidine-4-carboxamide